C1(=CC=CC=C1)P(C1=CC=CC=C1)(C1=CC=CC=C1)[Pd-4](P(C1=CC=CC=C1)(C1=CC=CC=C1)C1=CC=CC=C1)(P(C1=CC=CC=C1)(C1=CC=CC=C1)C1=CC=CC=C1)P(C1=CC=CC=C1)(C1=CC=CC=C1)C1=CC=CC=C1 tetrakis(triphenylphosphino)palladium (0)